C(C)OCCOCCN1C2=CC=C(C=C2C=2C=C(C=CC12)N(C1=CC=C(C=C1)OC)C=1C=CC=2N(C3=CC=C(C=C3C2C1)[N+](=O)[O-])CCOCCOCC)[N+](=O)[O-] 9-(2-(2-ethoxyethoxy)ethyl)-N-(9-(2-(2-ethoxyethoxy)ethyl)-6-nitro-9H-carbazol-3-yl)-N-(4-methoxyphenyl)-6-nitro-9H-carbazol-3-amine